O1C(CCC1)COC1=C2CNCC2=CC=C1 4-((Tetrahydrofuran-2-yl)methoxy)isoindolin